CNC(C1=CC=CC=C1)=O N-methylbenzamide